N-(2-(5-(((3R,4S,5R)-3,4-dihydroxy-5-methoxy-6,6-dimethyltetrahydro-2H-pyran-2-yl)oxy)-3'-methoxy-[1,1'-biphenyl]-2-yl)ethyl)acetamide O[C@H]1C(OC([C@@H]([C@H]1O)OC)(C)C)OC=1C=CC(=C(C1)C1=CC(=CC=C1)OC)CCNC(C)=O